(+-)-3-(4-(2-amino-6-methylpyrimidin-4-yl)-1,4-oxazepan-3-yl)-4-methoxybenzoic acid methyl ester COC(C1=CC(=C(C=C1)OC)[C@@H]1COCCCN1C1=NC(=NC(=C1)C)N)=O |r|